3-fluoro-2'-(quinazolin-7-yl)-[1,1'-biphenyl] FC=1C=C(C=CC1)C1=C(C=CC=C1)C1=CC=C2C=NC=NC2=C1